(6Ar,10aR)-6,6-dimethyl-9-methylidene-3-(2-methyloctan-2-yl)-7,8,10,10a-tetrahydro-6aH-benzo[c]chromen-1-ol CC1(OC=2C=C(C=C(C2[C@H]2[C@H]1CCC(C2)=C)O)C(C)(CCCCCC)C)C